(1s,4s)-1,3-dioxoisoindolin-2-yl 4-((tert-butoxycarbonyl)amino)cyclohexanecarboxylate C(C)(C)(C)OC(=O)NC1CCC(CC1)C(=O)ON1C(C2=CC=CC=C2C1=O)=O